C(C(=O)O)(=O)O.NC1=CSC=C1 3-aminothiophene oxalate salt